ClC1=C(C=CC(=C1)C=O)N1C(=NC(=C1)C1=NC(=NC=C1C#N)NC1CCN(CC1)S(=O)(=O)C)C 4-(1-(2-chloro-4-formylphenyl)-2-methyl-1H-imidazol-4-yl)-2-((1-(methylsulfonyl)piperidin-4-yl)amino)pyrimidine-5-carbonitrile